4-((4-(4-(quinoline-8-sulfonamido)benzoyl) piperazin-1-yl)methyl)phenyl butyrate C(CCC)(=O)OC1=CC=C(C=C1)CN1CCN(CC1)C(C1=CC=C(C=C1)NS(=O)(=O)C=1C=CC=C2C=CC=NC12)=O